ClC1=CC=C(C=C1)C1=C(CCCCC1)CN1CCN(CC1)CC=1C=C2CN(C(C2=CC1)=O)C1C(NC(CC1)=O)=O 3-(5-((4-((2-(4-chlorophenyl)cyclohept-1-en-1-yl)methyl)piperazin-1-yl)methyl)-1-oxoisoindolin-2-yl)piperidine-2,6-dione